C1(CC1)C=1C=C(C=CC1)SC=1N=C2C(=NC1)NC(=N2)N2CCC(CC2)(N)C 1-(5-((3-cyclopropylphenyl)thio)-1H-imidazo[4,5-b]pyrazin-2-yl)-4-methylpiperidin-4-amine